5-(7,8-dimethyl-[1,2,4]triazolo[1,5-a]pyridin-6-yl)-6-isopropyl-2-(6-(oxetan-3-yl)-2,6-diazaspiro[3.3]hept-2-yl)-4H-pyrrolo[3,2-d]thiazole CC1=C(C=2N(C=C1C1=C(C=3N=C(SC3N1)N1CC3(C1)CN(C3)C3COC3)C(C)C)N=CN2)C